ClC1=CC(=CC(=N1)N1CCOCC1)SC1CCOC2=CC=CC=C12 (6-chloro-4-(chroman-4-ylthio)pyridin-2-yl)morpholine